2-((2'-chloro-4,5,5',6'-tetrahydro-2H-spiro[furan-3,8'-pyrano[3,4-b]pyridin]-4'-yl)oxy)-1-(pyrrolidin-1-yl)ethan-1-one ClC1=CC(=C2C(=N1)C1(OCC2)COCC1)OCC(=O)N1CCCC1